(3-phenyl-1-(p-tolyl)-1H-pyrazol-5-yl)aniline C1(=CC=CC=C1)C1=NN(C(=C1)NC1=CC=CC=C1)C1=CC=C(C=C1)C